C1(CCC1)N1N=CC(=C1C)NC(C1=CC(=C(C=C1)C)C#CC=1C=NC=CC1)=O N-(1-cyclobutyl-5-methyl-1H-pyrazol-4-yl)-4-methyl-3-[2-(pyridin-3-yl)ethynyl]benzamide